N-{[(3R,5aS,6R,8aS,9R,10S,12R,12aR)-3,6,9-trimethyldecahydro-12H-3,12-epoxypyrano[4,3-j][1,2]benzodioxepin-10-yl]methyl}pyridine-4-carboxamide C[C@@]12OO[C@]34[C@@H](CC1)[C@@H](CC[C@H]3[C@H]([C@H](O[C@@H]4O2)CNC(=O)C2=CC=NC=C2)C)C